5-[(5'S,7a'R)-3'-oxo-5'-phenyltetrahydro-1H,3'H-spiro[piperidine-4,2'-pyrrolo[2,1-b][1,3]oxazol]-1-yl][1,2,4]triazolo[1,5-c]pyrimidine-8-carbonitrile O=C1N2[C@H](OC13CCN(CC3)C3=NC=C(C=1N3N=CN1)C#N)CC[C@H]2C2=CC=CC=C2